[5-(2-chloro-3-fluoro-phenyl)-3-[(S)-1-methyl-2-(3-methyl-oxetan-3-ylamino)-ethyl]-2,4-dioxo-3,4-dihydro-2H-pyrimidin-1-yl]-acetate ClC1=C(C=CC=C1F)C=1C(N(C(N(C1)CC(=O)[O-])=O)[C@H](CNC1(COC1)C)C)=O